N,N'-[methylenebis(2-methylcyclohexane-4,1-diyl)]bisaspartate C(C1CC(C(CC1)N[C@@H](CC(=O)[O-])C(=O)[O-])C)C1CC(C(CC1)N[C@@H](CC(=O)[O-])C(=O)[O-])C